N-{4-methoxy-7-phenyl-[1,3]thiazolo[4,5-c]pyridin-2-yl}-1H-pyrazole-4-carboxamide COC1=NC=C(C2=C1N=C(S2)NC(=O)C=2C=NNC2)C2=CC=CC=C2